[2-[[5-[[[3-ethyl-5-[(2S)-2-(2-hydroxyethyl)-1-piperidyl]pyrazolo[1,5-a]pyrimidin-7-yl]amino]methyl]-2-pyridyl]oxy]ethyl]-N-methyl-carbamate C(C)C=1C=NN2C1N=C(C=C2NCC=2C=CC(=NC2)OCCOC(NC)=O)N2[C@@H](CCCC2)CCO